(R)-1-(bicyclo[1.1.1]pent-1-yl)-N-(1-(3-(difluoromethyl)-2-fluorophenyl)ethyl)-4-((1-methylpiperidin-4-yl)amino)-6-oxo-1,6-dihydropyridine-3-carboxamide C12(CC(C1)C2)N2C=C(C(=CC2=O)NC2CCN(CC2)C)C(=O)N[C@H](C)C2=C(C(=CC=C2)C(F)F)F